(1S,3S)-Ethyl 3-((6-(5-(aminomethyl)-1-methyl-1H-1,2,3-triazol-4-yl)pyridin-3-yl)oxy)cyclohexanecarboxylate NCC1=C(N=NN1C)C1=CC=C(C=N1)O[C@@H]1C[C@H](CCC1)C(=O)OCC